(R,S)-3-(benzyloxy)-4-(((8-methyl-4-oxochroman-7-yl)oxy)(pyridin-4-yl)methyl)benzamide C(C1=CC=CC=C1)OC=1C=C(C(=O)N)C=CC1[C@@H](C1=CC=NC=C1)OC1=CC=C2C(CCOC2=C1C)=O